NC1=NNC(S1)=O 5-amino-1,3,4-thiadiazol-2-one